ClC=1C=C2C=NNC2=CC1N1CCN(CC1)C1(COC1)CC 5-chloro-6-(4-(3-ethyloxetan-3-yl)piperazin-1-yl)-1H-indazole